[NH3+][C@@H](CCC(N)=O)C(=O)O glutaminium